CCCCC/C=C\\C[C@@H](/C=C/C=C\\C/C=C\\CCCC(=O)NCCS(=O)(=O)O)OO The molecule is a fatty acid-taurine conjugate derived from N-[12(S)-hydroperoxy-(5Z,8Z,10E,14Z)]-icosatetraenoic acid. It has a role as a mouse metabolite. It derives from a (5Z,8Z,10E,14Z)-12-hydroxyicosatetraenoic acid. It is a conjugate acid of a N-[12(S)-hydroperoxy-(5Z,8Z,10E,14Z)-icosatetraenoyl]taurine(1-).